ClC=1C=C(OC2=CC=C(C(=C2C#N)NC)S(=O)(=O)C(F)(F)F)C=C(C1)F 6-(3-chloro-5-fluoro-phenoxy)-2-(methylamino)-3-(trifluoromethylsulfonyl)benzonitrile